6-fluoro-5-methyl-2-(triphenylmethyl)-2H-indazole FC=1C(=CC2=CN(N=C2C1)C(C1=CC=CC=C1)(C1=CC=CC=C1)C1=CC=CC=C1)C